CN(C)C=C1C(CCCC1)=O 2-((dimethylamino)methylene)cyclohexan-1-one